O1CC(=CC1)C=1C=2N(C=C(C1)C(F)(F)F)C=C(N2)C(=O)OCC ethyl 8-(2,5-dihydrofuran-3-yl)-6-(trifluoromethyl)imidazo[1,2-a]pyridine-2-carboxylate